5'-[(4-amino-2,6-dimethylphenyl)methyl]-3,3-difluoro-1'H-spiro[cyclobutane-1,3'-indol]-2'-one NC1=CC(=C(C(=C1)C)CC=1C=C2C3(C(NC2=CC1)=O)CC(C3)(F)F)C